N-(4-nitrophenyl)-[1,2,4]triazolo[4,3-a]pyridin-3-amine [N+](=O)([O-])C1=CC=C(C=C1)NC1=NN=C2N1C=CC=C2